Nickel Thianium [SH+]1CCCCC1.[Ni+2]